NC1=C(C(N)=NO)C=CC=C1 2-Amino-Benzamidoxim